C[SiH](O[SiH2]O[SiH2]O[SiH2]O[SiH2]O[SiH2]O[SiH2]O[SiH2]O[SiH2]O[SiH2]O[SiH2]O[SiH2]O[SiH2]O[SiH2]O[SiH2]O[SiH3])C dimethylhexadecasiloxane